vanillylnonanamide sodium salt [Na+].C(C1=CC(OC)=C(O)C=C1)C(C(=O)[NH-])CCCCCCC